C1(=CC=C(C=C1)N(C1=CC=CC=C1)C1=CC=C(C=C1)B(O)O)C1=CC=CC=C1 4-{(biphenyl-4-yl)-anilino}phenylboronic acid